(2s,4r)-4-fluoro-1-((3ar,6as)-octahydrocyclopenta[c]pyrrol-5-yl)pyrrole-2-carboxylic acid methyl ester COC(=O)C=1N(C=C(C1)F)C1C[C@@H]2[C@@H](CNC2)C1